6-[2-(2,2-Difluoroethyl)-2,7-diazaspiro[3.5]nonan-7-yl]-2,2-dimethyl-3H-benzofuran-5-amine FC(CN1CC2(C1)CCN(CC2)C2=CC1=C(CC(O1)(C)C)C=C2N)F